rel-(S)-tert-butyl ((5-(pyridin-4-yl)isochroman-1-yl)methyl)carbamate N1=CC=C(C=C1)C1=C2CCO[C@@H](C2=CC=C1)CNC(OC(C)(C)C)=O |o1:11|